N(=C=O)C1=C(C=CC(=C1)N=C=O)C 2,4-diisocyanato-1-methyl-benzene